COC=1C=C2C(=CNC2=CC1)SC#N 5-methoxy-3-thiocyanato-1H-indole